8-(2-chlorophenyl)-9-(4-((1-(3-fluoropropyl)azetidin-3-yl)methyl)phenyl)-6,7-dihydro-5H-benzo[7]annulene-3-carboxylic acid ClC1=C(C=CC=C1)C=1CCCC2=C(C1C1=CC=C(C=C1)CC1CN(C1)CCCF)C=CC(=C2)C(=O)O